O1COC2=C1C=CC(=C2)CC2(NC(=NC(=C2)C2=CC=CC=C2)N)N 4-(benzo[d][1,3]dioxol-5-ylmethyl)-6-phenylpyrimidine-2,4-diamine